(E)-6,7-dihydropyrazolo[1,5-a]pyridin-4(5H)-one O-tosyl oxime S(=O)(=O)(C1=CC=C(C)C=C1)O\N=C/1\C=2N(CCC1)N=CC2